O1C(COC2=NC=CC=C21)COC2=NC(N1C(C3=CC=C(C=C3CC1)CN1CCCC1)=C2)=O 2-(2,3-Dihydro-[1,4]dioxino[2,3-b]pyridin-2-ylmethoxy)-9-pyrrolidin-1-ylmethyl-6,7-dihydro-pyrimido[6,1-a]isoquinolin-4-one